2-ethoxyimino-N-(1-methylcyclopropyl)-3-[(1-methylpyrazol-4-yl)methyl]-4-oxo-1H-quinazoline-6-sulfonamide C(C)ON=C1NC2=CC=C(C=C2C(N1CC=1C=NN(C1)C)=O)S(=O)(=O)NC1(CC1)C